5-[3-((S)-5,7-dibromo-benzofuran-3-ylamino)-propylamino]-4H-thieno[3,2-b]pyridin-7-one BrC=1C=C(C2=C(C(=CO2)NCCCNC2=CC(C3=C(N2)C=CS3)=O)C1)Br